CC=1C=C2C=CC=NC2=CC1 6-methyl-quinolin